[N-]=C=O.[N-]=C=O.CCC1=CC=CC=C1 methyl-Toluene di-isocyanate